C1(=CC=CC=C1)N(C(CCC(=O)N)=O)C1=CC=CC=C1 N,N-diphenylbutanediamide